Methyl (S)-2-(((methylsulfonyl)oxy)methyl)-3-(oxetan-2-ylmethyl)-7,8-dihydro-3H-[1,4]dioxino[2',3':3,4]benzo[1,2-d]imidazole-5-carboxylate CS(=O)(=O)OCC1=NC2=C(N1C[C@H]1OCC1)C=C(C1=C2OCCO1)C(=O)OC